(S)-N-((S)-4-(cyclopropylamino)-3,4-dioxo-1-((S)-2-oxopyrrolidin-3-yl)butan-2-yl)-6-(2,3-dihydro-1H-indene-2-carbonyl)-6-azaspiro[2.5]octane-5-carboxamide C1(CC1)NC(C([C@H](C[C@H]1C(NCC1)=O)NC(=O)[C@@H]1CC2(CC2)CCN1C(=O)C1CC2=CC=CC=C2C1)=O)=O